C(CCCCCCC)C=1[N+](=C(NC1)C)C octyl-dimethyl-imidazolium